COC=1C=2C=C3N(C2C=CC1)CCN(C3)CC3CCCCC3 1-((9-methoxy-3,4-dihydropyrazino[1,2-a]indol-2(1H)-yl)methyl)cyclohexane